8-(benzylthio)isoquinoline C(C1=CC=CC=C1)SC=1C=CC=C2C=CN=CC12